(S)-2-chloro-5-fluoro-6-((3-(3-hydroxybutyl)-1-methyl-2-oxo-2,3-dihydro-1H-benzo[d]imidazol-5-yl)amino)nicotinonitrile ClC1=C(C#N)C=C(C(=N1)NC1=CC2=C(N(C(N2CC[C@H](C)O)=O)C)C=C1)F